OCC1CCC(CC1)C1=NC(=CC(=C1C(=O)N)NC(C)C)[Sn](CCCC)(CCCC)CCCC [4-(hydroxymethyl)cyclohexyl]-4-(isopropylamino)-6-tributylstannyl-pyridine-3-carboxamide